C(C)(C)(C)OC(=O)N1C(CC2=CC(=CC=C12)CBr)(C(=O)O)CC 2-Ethyl-5-(bromomethyl)-1H-indole-1,2-dicarboxylic acid 1-tert-butyl ester